1-(3-chloropyridin-2-yl)-3-((phenylsulfonyl)oxy)-4,5-dihydro-1H-pyrazole-5-carboxylic acid ethyl ester C(C)OC(=O)C1CC(=NN1C1=NC=CC=C1Cl)OS(=O)(=O)C1=CC=CC=C1